4-[(2-amino-4-{[(2S)-1-hydroxypentan-2-yl]amino}-6-methylpyrimidin-5-yl)methyl]-3-methoxybenzoic acid 2,5,8,11-tetraoxatridecan-13-yl ester COCCOCCOCCOCCOC(C1=CC(=C(C=C1)CC=1C(=NC(=NC1C)N)N[C@H](CO)CCC)OC)=O